COC=1C(=C(C=CC1)[C@H]1N(CC[C@H]1N1CCOCC1)C(CN1N=C2C(=C1C(F)(F)F)CC[C@@H]2C)=O)C 1-[(2R,3R)-2-(3-methoxy-2-methyl-phenyl)-3-morpholino-pyrrolidin-1-yl]-2-[(6S)-6-methyl-3-(trifluoromethyl)-5,6-dihydro-4H-cyclopenta[c]pyrazol-2-yl]ethanone